2-chloro-5-methoxy-4-methylsulfanyl-pyrimidine ClC1=NC=C(C(=N1)SC)OC